(S)-1-(5-Chloro-4-((3-(2,3-dihydrobenzo[b][1,4]dioxin-6-yl)-2-methylbenzyl)oxy)-2-((tetrahydro-2H-pyran-4-yl)methoxy)benzyl)piperidine-2-carboxylic acid ClC=1C(=CC(=C(CN2[C@@H](CCCC2)C(=O)O)C1)OCC1CCOCC1)OCC1=C(C(=CC=C1)C1=CC2=C(OCCO2)C=C1)C